tert-Butyl (6-(2-chloro-5-(trans-2,2-dichloro-3-(3,5-dichlorophenyl)cyclopropane-1-carboxamido)benzamido)pyridin-2-yl)carbamate ClC1=C(C(=O)NC2=CC=CC(=N2)NC(OC(C)(C)C)=O)C=C(C=C1)NC(=O)[C@@H]1C([C@H]1C1=CC(=CC(=C1)Cl)Cl)(Cl)Cl